C(C1=CC(C(=O)OC(C)(C)C)=CC=C1)(=O)OOC(C)(C)C di(t-Butyl) peroxyisophthalate